4-(((2,4-dimethoxybenzyl)amino)methyl)-2-(4-((4-(methylsulfonyl)piperidin-1-yl)methyl)phenyl)-1-(phenylsulfonyl)-1H-pyrrolo[2,3-b]pyridin-5-amine COC1=C(CNCC2=C3C(=NC=C2N)N(C(=C3)C3=CC=C(C=C3)CN3CCC(CC3)S(=O)(=O)C)S(=O)(=O)C3=CC=CC=C3)C=CC(=C1)OC